r-ethylene oxide C1CO1